OC[C@H](C1=CC=CC=C1)NC1=NC(=NC=C1C1=NC(=NO1)C(C)C)NC1=CC2=C(C(OC2(C)C)=O)C=C1 5-[(4-{[(1S)-2-hydroxy-1-phenylethyl]amino}-5-[3-(propan-2-yl)-1,2,4-oxadiazol-5-yl]pyrimidin-2-yl)amino]-3,3-dimethyl-1,3-dihydro-2-benzofuran-1-one